N1=C(C=CC=C1)C=1N=C(C2=C(N1)SC=C2C2=CC=NC=C2)O 2-(pyridin-2-yl)-5-(pyridin-4-yl)thieno[2,3-d]pyrimidin-4-ol